tert-Butyl 4-(2-((5-(3-(4-cyano-3-(trifluoromethyl)phenyl)-5,5-dimethyl-4-oxo-2-thioxoimidazolidin-1-yl)-3-ethylpyridin-2-yl)oxy)ethyl)piperazine-1-carboxylate C(#N)C1=C(C=C(C=C1)N1C(N(C(C1=O)(C)C)C=1C=C(C(=NC1)OCCN1CCN(CC1)C(=O)OC(C)(C)C)CC)=S)C(F)(F)F